NC1=C(N=NN1)C(=O)[O-] amino-triazolecarboxylate